2-(4-chloro-3-fluorophenoxy)-N-(3-{2-[(furo[3,2-b]pyridin-6-yl)oxy]acetamido}bicyclo[1.1.1]pentan-1-yl)acetamide ClC1=C(C=C(OCC(=O)NC23CC(C2)(C3)NC(COC=3C=C2C(=NC3)C=CO2)=O)C=C1)F